The molecule is a polysaccharide derivative comprised of a [2)-alpha-L-Rhap(III)-(1->2)-alpha-L-Rhap(II)-(1->3)-alpha-L-Rhap(I)-(1->3)-beta-D-GlcpNAc-(1->] tetrasaccharide repeat modified by the (1->4) linkage of an alpha-D-glucosyl group to the Rha(I) residue and by addition of acetyl groups to 60% of the O-6 positions of the GlcNAc residue and to either O-3 or O-4 of many of the Rha(III) residues (60% to O-3; 25% to O-4). The structure provided is representative of that in Shigella flexneri serotype 2a and shows the most common repeating unit. It has a role as an antigen. C[C@H]1[C@@H]([C@H]([C@H]([C@@H](O1)O[C@H]2[C@H]([C@@H](O[C@H]([C@@H]2O[C@@H]3[C@@H]([C@H]([C@@H]([C@H](O3)CO)O)O)O)C)O[C@@H]4[C@H]([C@@H](O[C@@H]([C@H]4O)COC(=O)C)O)NC(=O)C)O)O[C@H]5[C@@H]([C@@H]([C@H]([C@@H](O5)C)O)OC(=O)C)O)O)O